OC1(CC(C1)C)C(=O)N hydroxy-3-methylcyclobutane-1-carboxamide